[Cl-].O1C2=C(C(CC1)C[NH2+]C)C=CS2 1-(3,4-Dihydro-2H-thieno[2,3-b]pyran-4-yl)-N-methylmethanaminium chloride